(S)-2-((tert-Butoxycarbonyl)amino)-3-(4-methoxypyridin-3-yl)propanoic acid C(C)(C)(C)OC(=O)N[C@H](C(=O)O)CC=1C=NC=CC1OC